N-((S)-(7-((S)-1-(5,5-Difluoro-2-oxotetrahydropyrimidin-1(2H)-yl)-2-methoxyethyl)imidazo[1,2-b]pyridazin-2-yl)(4,4-difluorocyclohexyl)methyl)-1-(ethyl-d5)-1H-pyrazole-5-carboxamide FC1(CNC(N(C1)[C@H](COC)C1=CC=2N(N=C1)C=C(N2)[C@@H](NC(=O)C2=CC=NN2C(C([2H])([2H])[2H])([2H])[2H])C2CCC(CC2)(F)F)=O)F